BrC1=C(C=C(C=C1OC)I)OC 2-bromo-5-iodo-1,3-dimethoxybenzene